NC1=NNC=2C1=NC(=CC2)C2=C(C=C(C=C2)S(=O)(=O)NC2CCC(CC2)O)Cl 4-(3-amino-1H-pyrazolo[4,3-b]pyridin-5-yl)-3-chloro-N-((1s,4s)-4-hydroxycyclohexyl)benzenesulfonamide